6-cyclohexane-phthalate C1CCCCC1C=1C=CC=C(C1C(=O)[O-])C(=O)[O-]